4-(((R)-1-(3-(difluoromethyl)-2-fluorophenyl)ethyl)amino)-8-methyl-6-(1-oxo-3,6-dihydro-2H-thiopyran-4-yl)pyrido[2,3-d]pyrimidin-7(8H)-one FC(C=1C(=C(C=CC1)[C@@H](C)NC=1C2=C(N=CN1)N(C(C(=C2)C=2CCS(CC2)=O)=O)C)F)F